methyl 6-[benzyl-(6-methoxy-6-oxo-hexyl) amino]hexanoate C(C1=CC=CC=C1)N(CCCCCC(=O)OC)CCCCCC(=O)OC